2-{6-[5-chloro-2-(methylamino)pyrimidin-4-yl]-1-oxo-2,3-dihydro-1H-isoindol-2-yl}-N-[(1S)-1-(2-ethylphenyl)-2-hydroxyethyl]acetamide ClC=1C(=NC(=NC1)NC)C1=CC=C2CN(C(C2=C1)=O)CC(=O)N[C@H](CO)C1=C(C=CC=C1)CC